(R)-(4,4-difluorocyclohexyl)(6-(2-methyl-2H-pyrazolo[3,4-b]pyridin-5-yl)thieno[2,3-b]pyridin-2-yl)methanol FC1(CCC(CC1)[C@@H](O)C1=CC=2C(=NC(=CC2)C2=CC=3C(N=C2)=NN(C3)C)S1)F